Tert-butyl N-(3-hydroxypropyl)-N-isopropyl-carbamate OCCCN(C(OC(C)(C)C)=O)C(C)C